(E)-N'-(4-(dimethylamino)-2-hydroxybenzylidene)thiophene-2-carbohydrazide CN(C1=CC(=C(\C=N\NC(=O)C=2SC=CC2)C=C1)O)C